O=C1NC(CCC1N1C=C2C=CC=C(C2=C1)F)=O 2-(2,6-dioxo-piperidine-3-yl)-4-fluoro-isoindole